C1=CC2=C(C=CC=C2N)C(=C1)N The molecule is a naphthalenediamine compound having amino substituents in the 1- and 5-positions. It has a role as a carcinogenic agent.